6-(2-benzyloxyphenyl)-4-[(1R,5S)-3,8-diazabicyclo[3.2.1]octan-3-yl]pyridazin-3-amine C(C1=CC=CC=C1)OC1=C(C=CC=C1)C1=CC(=C(N=N1)N)N1C[C@H]2CC[C@@H](C1)N2